(R)-butane-1,3-diol C(C[C@@H](C)O)O